BrC1=C(C(=C(C(=O)OC)C=C1)C1(C(C1)(F)F)C#N)F methyl 4-bromo-2-(1-cyano-2,2-difluorocyclopropyl)-3-fluorobenzoate